FC(OC1=C(C=C(C=C1)OC1=CC(=CC=C1)CNCCO)C1=NN(C=C1NC(=O)C=1C=NN2C1N=CC=C2)C)F N-[3-[2-(difluoromethoxy)-5-[3-[(2-hydroxyethylamino)methyl]phenoxy]phenyl]-1-methyl-pyrazol-4-yl]pyrazolo[1,5-a]pyrimidine-3-carboxamide